triphenyl-(2-pyridylmethyl)phosphine chloride hydrochloride Cl.[Cl-].C1(=CC=CC=C1)P(CC1=NC=CC=C1)(C1=CC=CC=C1)C1=CC=CC=C1